C(C1=CC=CC=C1)OC1=C2C(=C(N(C2=CC=C1)C1=CC=C(C=C1)F)C1(CN(C1)C(=O)OC(C)(C)C)C)C1=CC=C(C=C1)C(=O)OC Tert-butyl 3-[4-benzyloxy-1-(4-fluorophenyl)-3-(4-methoxycarbonylphenyl)indol-2-yl]-3-methyl-azetidine-1-carboxylate